2-((4-chloro-2-fluorobenzyl)oxy)-5-fluoro-4-(piperazin-1-yl)pyridine hydrochloride Cl.ClC1=CC(=C(COC2=NC=C(C(=C2)N2CCNCC2)F)C=C1)F